(R)-4-fluoro-9-methyl-2-oxo-1-((2-(trimethylsilyl)ethoxy)methyl)-1,2,10,11-tetrahydro-9H-8,12-dioxa-1,2a,15,16-tetraaza-3,7-(metheno)cyclotrideca[cd]indene-6-carbonitrile FC1=CC2=C3C=4N(C(N3C1=NC(=C2C#N)O[C@@H](CCOC=CN4)C)=O)COCC[Si](C)(C)C